C[Si](CC1=CC=C(C=C1)C=C)(C=C)C dimethyl-(vinyl)(4-vinylbenzyl)silane